COC1=C(C=C(C=C1)OC)C=1C(=NN2C1N=CC1=CC=CC=C21)C (2,5-dimethoxyphenyl)-2-methylpyrazolo[1,5-a]quinazoline